FC=1C(=NC(=NC1)N[C@H]1[C@@H](COCC1)O)C=1C=C2C(=CC(=NC2=C(C1)F)C)C(C)(C)O (3S,4R)-4-((5-fluoro-4-(8-fluoro-4-(2-hydroxy-prop-2-yl)-2-methylquinolin-6-yl)pyrimidin-2-yl)amino)tetrahydro-2H-pyran-3-ol